OC=1C=C(C=CC1)CNC=1C(N(C(=NN1)C1=C(C=C(C=C1)C(F)(F)F)O)C)=O 6-[(3-Hydroxyphenyl)methylamino]-3-[2-hydroxy-4-(trifluoromethyl)phenyl]-4-methyl-1,2,4-triazin-5-one